(2R)-3-[5,7-difluoro-2-(4-fluorophenyl)-1H-indol-3-yl]-2-hydroxy-N-[(3S)-2-oxopyrrolidin-3-yl]propionamide FC=1C=C2C(=C(NC2=C(C1)F)C1=CC=C(C=C1)F)C[C@H](C(=O)N[C@@H]1C(NCC1)=O)O